ClC=1C2=CN(N=C2C=CC1C1=NC=C2N1C=CN=C2N2CCC(CC2)(C)CN)C (1-(3-(4-chloro-2-methyl-2H-indazol-5-yl)imidazo[1,5-a]pyrazin-8-yl)-4-methylpiperidin-4-yl)methylamine